spiro[2.4]hepta-4,6-diene C1CC12C=CC=C2